formamidine tin [Sn].C(=N)N